CC1=C(OCC(=O)Cl)C=CC(=C1)C 2-(2,4-dimethylphenoxy)acetyl chloride